C(C)(=O)NCC1CCN(CC1)CC1=CC(=NC(=C1)C1=CC(=CC(=C1)Cl)Cl)OC=1C=NC(=NC1)N1CC2CCC(C1)N2CCC(=O)O 3-(3-(5-((4-((4-(acetamidomethyl)piperidin-1-yl)methyl)-6-(3,5-dichlorophenyl)pyridin-2-yl)oxy)pyrimidin-2-yl)-3,8-diazabicyclo[3.2.1]octan-8-yl)propanoic acid